C(CCl)NCCCl bis-β-chloroethylamine